N[C@@H]1C[C@@H](N(C1)C(=O)C=1N=C2N(C=C(C=C2)Cl)C1)C=1SC=C(N1)C(=O)N[C@H](C(=O)NC)CCCCNC(=N)N 2-((2R,4R)-4-Amino-1-(6-chloroimidazo[1,2-a]pyridin-2-carbonyl)pyrrolidin-2-yl)-N-((S)-6-guanidino-1-(methylamino)-1-oxohexan-2-yl)thiazol-4-carboxamid